tert-butyl N-[2-[6-(3-methyl-1,2,4-oxadiazol-5-yl)-1-oxo-isoindolin-2-yl]ethyl]carbamate CC1=NOC(=N1)C1=CC=C2CN(C(C2=C1)=O)CCNC(OC(C)(C)C)=O